ClC1=CC=C(C=N1)CN (6-chloro-pyridin-3-ylmethyl)-amine